3-(1-(2-chloroethyl)-1H-indol-3-yl)-1-((6-chloropyridin-3-yl)methyl)-4-oxo-4H-pyrido[1,2-a]pyrimidinium ClCCN1C=C(C2=CC=CC=C12)C1=C[N+](=C2N(C1=O)C=CC=C2)CC=2C=NC(=CC2)Cl